OC[C@@](C)(O)C=1SC(=CN1)[S@](=O)(N)=NC(NC1=C2C(CCC2=CC=2CCCC12)=O)=O (S)-2-((R)-1,2-dihydroxypropan-2-yl)-N'-((3-oxo-1,2,3,5,6,7-hexahydro-s-indacen-4-yl)carbamoyl)thiazole-5-sulfonimidamide